lauroyl-ammonium sarcosinate N(C)CC(=O)[O-].C(CCCCCCCCCCC)(=O)[NH3+]